4-(4-(3-(4-Chlorophenyl)propanoyl)-3,4-dihydro-2H-pyrido[4,3-b][1,4]oxazin-8-yl)benzonitrile ClC1=CC=C(C=C1)CCC(=O)N1C2=C(OCC1)C(=CN=C2)C2=CC=C(C#N)C=C2